bromoresorcinol BrC1=C(O)C=CC=C1O